FC(C1=CC=C(C(=N1)C1=CC2=C(N(C=N2)C)C=C1)C=1C=NN(C1)C[C@@H]1C[C@H](CC1)F)F 5-(6-(difluoromethyl)-3-(1-(((1S,3S)-3-fluorocyclopentyl)methyl)-1H-pyrazol-4-yl)pyridin-2-yl)-1-methyl-1H-benzo[d]imidazole